N1=NC(=CC2=CC=CC=C12)C(=O)[O-] cinnoline-3-Carboxylate